N-(3-chloro-5-(methylsulfonamido)phenyl)-1-(5-methyl-3-(oxazol-5-ylmethoxy)pyridin-2-yl)-1H-pyrazole-4-carboxamide ClC=1C=C(C=C(C1)NS(=O)(=O)C)NC(=O)C=1C=NN(C1)C1=NC=C(C=C1OCC1=CN=CO1)C